The molecule is a steroid glucuronide anion that is the conjugate base of 16alpha-hydroxyestrone 16-O-(beta-D-glucuronide) arising from deprotonation of the carboxylic acid function; major species at pH 7.3. It is a steroid glucosiduronic acid anion and a beta-D-glucosiduronate. It derives from a 16alpha-hydroxyestrone. It is a conjugate base of a 16alpha-hydroxyestrone 16-O-(beta-D-glucuronide). C[C@]12CC[C@H]3[C@H]([C@@H]1C[C@H](C2=O)O[C@H]4[C@@H]([C@H]([C@@H]([C@H](O4)C(=O)[O-])O)O)O)CCC5=C3C=CC(=C5)O